COC\C(=N/O)\C1=CC=CC=C1 2-methoxy-1(Z)-phenyl-ethanone oxime